O1C(COCC1)C(=O)O 1,4-dioxanic acid